(R)-1-(4-(5-(6-(2-fluoroethoxy)-1H-pyrazolo[3',4':3,4]pyrazolo[1,5-a]pyridin-4-yl)pyridin-2-yl)piperazin-1-yl)-2-methoxy-2-phenylethan-1-one FCCOC=1C=C(C=2N(C1)N=C1C2C=NN1)C=1C=CC(=NC1)N1CCN(CC1)C([C@@H](C1=CC=CC=C1)OC)=O